CC1=C(C=C)C=CC=C1 2-Methylstyrol